NCC1=C(C=NN(C1=O)[C@@H](C(=O)NC1=CC(=C(C=C1)CC)S(NCCC1=NC=CC=C1)(=O)=O)C)Cl |r| (rac)-2-[5-(aminomethyl)-4-chloro-6-oxo-pyridazin-1-yl]-N-[4-ethyl-3-[2-(2-pyridyl)ethylsulfamoyl]phenyl]propanamide